N-{3-[(2S,3R,4R,5R)-5-{[bis(4-methoxyphenyl)(phenyl)methoxy]methyl}-4-hydroxy-3-methoxyoxolan-2-yl]propyl}-14-cyclopropyltetradecanamide COC1=CC=C(C=C1)C(OC[C@@H]1[C@H]([C@H]([C@@H](O1)CCCNC(CCCCCCCCCCCCCC1CC1)=O)OC)O)(C1=CC=CC=C1)C1=CC=C(C=C1)OC